C(C)(C)(C)C=1C=C(C(=O)OC2=C(C=C(C=C2C(C)(C)C)C(C)(C)C)C)C=C(C1O)C(C)(C)C 2-methyl-4,6-di-tert-butylphenyl 3,5-ditert-butyl-4-hydroxybenzoate